tert-butyl 2-(methoxymethyl)-5-(((2-(trifluoromethyl)pyridin-3-yl)oxy)methyl)piperidine-1-carboxylate COCC1N(CC(CC1)COC=1C(=NC=CC1)C(F)(F)F)C(=O)OC(C)(C)C